7-(8-methoxy-2-oxo-2H-[1,3]oxazino[5,4-c][1,8]naphthyridin-1(4H)-yl)-3,4-dihydroisoquinoline-2(1H)-sulfonamide COC=1C=CC=2C3=C(C=NC2N1)COC(N3C3=CC=C1CCN(CC1=C3)S(=O)(=O)N)=O